C1(CC1)CN1C(=CC=2C1=NC(=CC2)[C@@H](C)NC(=O)N2CCCC2)C=2N=C1N(C(=CC(=C1)C(=O)OCC)OC)C2C ethyl (R)-2-(1-(cyclopropylmethyl)-6-(1-(pyrrolidine-1-carboxamido)ethyl)-1H-pyrrolo[2,3-b]pyridin-2-yl)-5-methoxy-3-methylimidazo[1,2-a]pyridine-7-carboxylate